tert-Butyl ((4-hydroxypiperidin-4-yl)methyl)carbamate OC1(CCNCC1)CNC(OC(C)(C)C)=O